tert-butyl (2-((dimethyl(oxo)-λ6-sulfaneylidene)amino)-6-(trifluoromethyl) pyridin-4-yl)carbamate CS(=O)(C)=NC1=NC(=CC(=C1)NC(OC(C)(C)C)=O)C(F)(F)F